N-(5-(5-methoxybenzo[d]oxazol-2-yl)-8-(methylamino)-2,7-naphthyridin-3-yl)-2-((trityloxy)methyl)cyclopropane-1-carboxamide COC=1C=CC2=C(N=C(O2)C2=C3C=C(N=CC3=C(N=C2)NC)NC(=O)C2C(C2)COC(C2=CC=CC=C2)(C2=CC=CC=C2)C2=CC=CC=C2)C1